NC1=NC=2N=CC(=CC2C2=C1COC2)C(=O)N([C@@H](COC)C)CC=2N=NC(=CC2)Br 4-amino-N-((6-bromo-3-pyridazinyl)methyl)-N-((2R)-1-methoxy-2-propanyl)-1,3-dihydrofuro[3,4-c][1,8]naphthyridine-8-carboxamide